distearylhexanamide C(CCCCCCCCCCCCCCCCC)C(C(=O)N)(CCCC)CCCCCCCCCCCCCCCCCC